tert-butyl 4-(1-(4-(1-(2,6-dioxopiperidin-3-yl)-3-methyl-2-oxo-2,3-dihydro-1H-benzo[d]imidazol-5-yl)piperidin-1-yl)cyclopropyl)piperidine-1-carboxylate O=C1NC(CCC1N1C(N(C2=C1C=CC(=C2)C2CCN(CC2)C2(CC2)C2CCN(CC2)C(=O)OC(C)(C)C)C)=O)=O